C(CCCCC)(=O)OC(CCCCCCCC=O)C(CCCCCCCC)OC(CCCCC)=O 1-oxooctadecane-9,10-diyl dihexanoate